C(C)(C)N(C(C)=NC(C)C)[Si](C)(C)C N,N'-diisopropyl-N-(trimethylsilyl)acetimidamide